hexaallyl-melamine C(C=C)N(C1=NC(=NC(=N1)N(CC=C)CC=C)N(CC=C)CC=C)CC=C